1-ethyl-1-(2-hydroxyethyl)pyridinium C(C)[N+]1(CC=CC=C1)CCO